CC1=C(C=C(C(=C1)SC1=CC(=CC=C1)OC(C(F)(F)F)(F)F)C)N=CN(C)CC N'-(2,5-dimethyl-4-{[3-(pentafluoroethoxy)phenyl]thio}phenyl)-N-ethyl-N-methylformamidine